(2S,6R)-2,6-dimethyl-4-(5-(4,4,5,5-tetramethyl-1,3,2-dioxaborolane-2-yl)pyridin-2-yl)morpholine C[C@H]1CN(C[C@H](O1)C)C1=NC=C(C=C1)B1OC(C(O1)(C)C)(C)C